[Si](C1=CC=CC=C1)(C1=CC=CC=C1)(C(C)(C)C)OCC(C(C)O)N(C(OCC1=CC=CC=C1)=O)CC(F)F benzyl N-{1-[(tert-butyldiphenylsilyl)oxy]-3-hydroxybutan-2-yl}-N-(2,2-difluoroethyl)carbamate